6-amino-2-(4-chloro-6-methyl-5-((7-methyl-1-oxo-2,5,6,7-tetrahydro-1H-cyclopenta[d]pyridazin-4-yl)oxy)pyridin-2-yl)-1,2,4-triazine-3,5(2H,4H)-dione NC=1C(NC(N(N1)C1=NC(=C(C(=C1)Cl)OC=1C2=C(C(NN1)=O)C(CC2)C)C)=O)=O